(S)-quinuclidin-3-yl (6-(2,3-difluorophenyl)-2,3-dihydro-1H-inden-1-yl)carbamat FC1=C(C=CC=C1F)C1=CC=C2CCC(C2=C1)NC(O[C@@H]1CN2CCC1CC2)=O